C(#N)CC(=O)N1C[C@H](OCC1)COC1=CC=NC2=CC(=C(C=C12)OC(C)C)C(=O)N 4-{[(2S)-4-(cyanoacetyl)morpholin-2-yl]methoxy}-6-(propan-2-yloxy)quinoline-7-carboxamide